(S)-2,2-difluoro-1-(2-fluoro-4-(trifluoromethyl)phenyl)ethan-1-amine FC([C@@H](N)C1=C(C=C(C=C1)C(F)(F)F)F)F